FC(C(=O)O)(F)F.N1CC(C1)NOC[C@@H](CO)O (2R)-3-{[(azetidin-3-yl)amino]oxy}propane-1,2-diol trifluoroacetate